tert-butyl (1R,3S,5R)-3-cyano-2-azabicyclo[3.1.0]hexane-2-carboxylate C(#N)[C@H]1N([C@@H]2C[C@@H]2C1)C(=O)OC(C)(C)C